C1(CC1)C1=NC=NC(=C1C=1N=CC2=C(N1)C(=CN2)C(C2=CC=C(C=C2)N2N=C(C=C2C)C#N)O)OC 1-(4-((2-(4-cyclopropyl-6-methoxypyrimidin-5-yl)-5H-pyrrolo[3,2-d]pyrimidin-7-yl)(hydroxy)methyl)phenyl)-5-methyl-1H-pyrazole-3-carbonitrile